C(C1=CC=CC=C1)OC(=O)N1C[C@H]([C@H](C1)C(C)C)N (cis)-3-amino-4-isopropyl-pyrrolidine-1-carboxylic acid benzyl ester